tert-butyl 4-[[3-(2,6-dibenzyloxy-3-pyridyl)phenyl]methyl]piperazine-1-carboxylate C(C1=CC=CC=C1)OC1=NC(=CC=C1C=1C=C(C=CC1)CN1CCN(CC1)C(=O)OC(C)(C)C)OCC1=CC=CC=C1